magnesium vanadium-titanium [Ti].[V].[Mg]